NC1=NC(=C2C(=N1)N(N=C2)CC2=C(C=C(C=C2)N)F)C2=CC(=NC=C2)C#N 4-(6-amino-1-(4-amino-2-fluorobenzyl)-1H-pyrazolo[3,4-d]pyrimidin-4-yl)pyridinecarbonitrile